C(C=C)(=O)N1CC(CCC1)C1=C2C=3CC4(CC4)CCC3NC2=C(C=C1F)C(=O)N 5-(1-acryloylpiperidin-3-yl)-6-fluoro-1,2,4,9-tetrahydrospiro[carbazole-3,1'-cyclopropane]-8-carboxamide